ClC=1C=C(N)C=CC1OCC1OCCCC1 3-chloro-4-(tetrahydropyran-2-ylmethoxy)aniline